ClC=1C=C(OCC(=O)OC)C=C(C1CC1=C(C(=C(C=C1)O)C(C)C)C)Cl methyl 2-(3,5-dichloro-4-(4-hydroxy-3-isopropyl-2-methylbenzyl)phenoxy)acetate